decane-2,4-dione CC(CC(CCCCCC)=O)=O